C[Si](O)(C)C.[Li] Lithium trimethylsilanol